bis(2-methylphenoxy)-cyclopentadienyl-2-(6-methylphenoxy)-cyclopentadienyl-diisopropylzirconium dichloride [Cl-].[Cl-].CC1=C(OCC(C)([Zr](C(C)C)(C2C(=CC=C2)OC2=CC=CC=C2C)C2C=CC=C2)OC2=C(C=CC=C2)C)C=CC=C1